BrC=1C(=CC2=C(N(CCC3=C2SC=C3)S(=O)(=O)C3=CC=C(C=C3)[N+](=O)[O-])C1)C(=O)OCC[Si](C)(C)C 2-(trimethylsilyl)ethyl 8-bromo-6-((4-nitrophenyl)sulfonyl)-5,6-dihydro-4H-benzo[b]thieno[2,3-d]azepine-9-carboxylate